NC1=NC(=C(C(=N1)N)OCCCOC1=CC=C(C(=O)NCCCCCCC(=O)NO)C=C1)CC 4-{3-[(2,4-Diamino-6-ethylpyrimidin-5-yl)oxy]propoxy}-N-[7-(hydroxyamino)-7-oxoheptyl]benzamide